C(C)[C@H]1CNC(C1)=O (2S,3R)-3-ethyl-5-oxopyrrolidin